C1(CCCC1)C1(C(NC2=C(C(=CC=C12)F)F)=O)C1=CC=C(C=C1)B1OC(C(O1)(C)C)(C)C 3-cyclopentyl-6,7-difluoro-3-(4-(4,4,5,5-tetramethyl-1,3,2-dioxaborolan-2-yl)phenyl)indolin-2-one